N1=C(C=CC=C1)C1=NC(=CC(=C1)C1=CC=C(C=C1)OB(O)O)C1=NC=CC=C1 (4-(2,2':6',2''-terpyridyl-4'-yl)phenyl)boric acid